4-(4-((4'-chloro-5,5-dimethyl-3,4,5,6-tetrahydro-[1,1'-biphenyl]-2-yl)methyl)piperazin-1-yl)-N-((2-methyl-5-nitro-3,4-dihydro-2H-benzo[b][1,4]oxazin-7-yl)sulfonyl)benzamide ClC1=CC=C(C=C1)C1=C(CCC(C1)(C)C)CN1CCN(CC1)C1=CC=C(C(=O)NS(=O)(=O)C=2C=C(C3=C(OC(CN3)C)C2)[N+](=O)[O-])C=C1